1-methylimidazolium isobutyrate C(C(C)C)(=O)[O-].CN1C=[NH+]C=C1